2-ethyl-9,10-bis(n-butoxycarbonyloxy)anthracene C(C)C1=CC2=C(C3=CC=CC=C3C(=C2C=C1)OC(=O)OCCCC)OC(=O)OCCCC